FC(C1=CC2=C(SC(=C2)C(N[C@H]2C[C@H](CC[C@@H]3N(C2=O)[C@@H](CC3)C(=O)N3CC(C3)C(=O)N3CCOCC3)O)=O)C=C1)(F)P(O)(O)=O (difluoro(2-(((3S,6S,8S,10aR)-8-hydroxy-3-(3-(morpholine-4-carbonyl)azetidine-1-carbonyl)-5-oxodecahydropyrrolo[1,2-a]azocin-6-yl)carbamoyl)benzo[b]thiophen-5-yl)methyl)phosphonic acid